2-fluoro-4-((4-methoxybenzyl)oxy)-6-(4,4,5,5-tetramethyl-1,3,2-dioxaborolane-2-yl)pyrazolo[1,5-a]pyridine-3-carbaldehyde FC1=NN2C(C(=CC(=C2)B2OC(C(O2)(C)C)(C)C)OCC2=CC=C(C=C2)OC)=C1C=O